ClC=1C=C(C(=O)N2CC(CCC2)(C(NO)=N)C)C=CC1Cl 1-(3,4-dichlorobenzoyl)-N-hydroxy-3-methylpiperidine-3-carboximidamide